bis(methacryloyloxyethyl)-tetramethylenedicarbamate C(C(=C)C)(=O)OCCOC(NCCCCNC(OCCOC(C(=C)C)=O)=O)=O